5-(benzyloxy)-4-fluoro-2-methylbenzofuran-3-carboxylic acid ethyl ester C(C)OC(=O)C1=C(OC2=C1C(=C(C=C2)OCC2=CC=CC=C2)F)C